N-[1,2-bis(hydroxymethyl)-n-propyl]piperazine OCC(C(C)CO)N1CCNCC1